C1(CC1)C(C(C=1OC2=C(N1)C=C(C=C2)CN2C(NC(C2)C(F)(F)F)=O)NC(=O)C2=NON=C2CC)C2CC2 N-(2,2-dicyclopropyl-1-(5-((2-oxo-4-(trifluoromethyl)imidazolidin-1-yl)methyl)benzo[d]oxazol-2-yl)ethyl)-4-ethyl-1,2,5-oxadiazole-3-carboxamide